N=1C(C(=C2C=CC=CC12)CCC(=O)O)([2H])[2H] Indole-3-Propionic Acid-2,2-d2